5-((5-Chloro-2-((3R,5S)-3,5-dimethylpiperidin-1-carbonyl)pyridin-4-yl)amino)-3-(3-hydroxy-3-methylbutyl)-1-methyl-1,3-dihydro-2H-benzo[d]imidazol-2-on ClC=1C(=CC(=NC1)C(=O)N1C[C@@H](C[C@@H](C1)C)C)NC1=CC2=C(N(C(N2CCC(C)(C)O)=O)C)C=C1